C(C)OC(CCCCCCCCCCCCCCCCCCC)=O ethylarachidate